tert-butyl 6-((N-(tert-butoxycarbonyl) sulfamoyl) (methyl) amino)-2-azaspiro[3.3]heptane-2-carboxylate C(C)(C)(C)OC(=O)NS(=O)(=O)N(C1CC2(CN(C2)C(=O)OC(C)(C)C)C1)C